C(=O)(O)C1=CC(=C(C=C1)NC(=O)[C@H]1[C@@H]([C@@]2([C@@H](N1)CC(C)(C)C)CN(C1=CC=C(C=C12)Cl)CC1=NC=C(C(=O)O)C=C1)C1=C(C=CC=C1)Cl)OC 6-(((2'S,3S,4'S,5'R)-5'-((4-carboxy-2-methoxyphenyl)carbamoyl)-5-chloro-4'-(2-Chlorophenyl)-2'-neopentylspiro[indoline-3,3'-pyrrolidin]-1-yl)methyl)nicotinic acid